5-amino-4-ethylsulfanyl-1-[(4-fluorophenyl)methyl]-6-methyl-indolin-3-one NC=1C(=C2C(CN(C2=CC1C)CC1=CC=C(C=C1)F)=O)SCC